N1(CCOCC1)C=1C=CC(=NC1)N 5-(N-morpholinyl)pyridin-2-amine